FC(S(=O)(=O)[O-])(F)F.[Al+3].FC(S(=O)(=O)[O-])(F)F.FC(S(=O)(=O)[O-])(F)F aluminum (III) trifluoro-methanesulfonate